2-(4-methoxyphenyl)-N,N-dimethyl-2-oxoacetamide COC1=CC=C(C=C1)C(C(=O)N(C)C)=O